COC(=O)C1=NC=C(C=C1)N1CCN(CC1)CC=1C(=C2NC(C(=NC2=CC1)CC)=O)F 5-[4-[(2-ethyl-5-fluoro-3-oxo-4H-quinoxalin-6-yl)methyl]piperazin-1-yl]pyridine-2-carboxylic acid methyl ester